COC(C1=C(N=C(C=C1)C(F)(F)F)OCC1=NN(C(=N1)C(F)F)C)=O ((5-(difluoromethyl)-1-methyl-1H-1,2,4-triazol-3-yl)methoxy)-6-(trifluoromethyl)nicotinic acid methyl ester